NC1=C(C=C(C(=O)OC)C=C1)N[C@H]1COCC1(C)C Methyl (R)-4-amino-3-((4,4-dimethyltetrahydrofuran-3-yl)amino)benzoate